ClCC1=CC(=CC=C1)CCl 1,3-di(chloromethyl)benzene